(3aR,4R,6R,6aR)-6-(hydroxymethyl)-2-phenyltetrahydrofuro[3,4-d][1,3]dioxol OC[C@H]1OC[C@@H]2[C@@H]1OC(O2)C2=CC=CC=C2